C(OC1=C(C=C(C(=O)NC)C=C1)NCC#C)([2H])([2H])[2H] 4-(methoxy-d3)-N-methyl-3-(prop-2-yn-1-ylamino)benzamide